4-bromo-3-chloro-5-fluoro-benzoic acid BrC1=C(C=C(C(=O)O)C=C1F)Cl